ClC=1C(N(C(=CC1OCC1=NC=C(C=C1F)F)C)C1=CC(=NC=C1C)C1=NN(C=C1)C(C(=O)OCC)(C)C)=O ethyl 2-(3-(3-chloro-4-((3,5-difluoropyridin-2-yl)methoxy)-5',6-dimethyl-2-oxo-2H-[1,4'-bipyridin]-2'-yl)-1H-pyrazol-1-yl)-2-methylpropanoate